C(C)C1=CC=C(C=C1)\C=C/C(=O)C1=CC=C(O[C@H](C(=O)O)C)C=C1 (2S)-2-[4-[(Z)-3-(4-Ethylphenyl)prop-2-enoyl]phenoxy]propanoic acid